FC1=C(C=CC=C1)C1=CC(=C2C(=N1)CNC2=O)NC2=NC=C(C=C2)N2CCOCC2 2-(2-fluorophenyl)-4-((5-morpholinopyridin-2-yl)amino)-6,7-dihydro-5H-pyrrolo[3,4-b]pyridin-5-one